5-chloro-2-[2-[5-(fluoromethyl)-3-isoxazolyl]phenoxy]pyrimidine lithium phosphate P(=O)([O-])([O-])[O-].[Li+].ClC=1C=NC(=NC1)OC1=C(C=CC=C1)C1=NOC(=C1)CF.[Li+].[Li+]